C12NCC(C(C1)C1=CC=CC(=N1)O)C2 6-(2-Azabicyclo[2.2.1]heptane-5-yl)pyridin-2-ol